6-(trifluoromethyl)-2,3-dihydro-1H-pyrrolo[3,4-c]pyridin-1-one FC(C1=CC2=C(C=N1)CNC2=O)(F)F